(1S,2R)-(-)-2-(benzylamino)cyclohexanemethanol C(C1=CC=CC=C1)N[C@H]1[C@H](CCCC1)CO